C(C)(C)(C)OC(NC1(CCN(CC1)C1=NC(=C(N=C1CO)C1=CC(=C2C=CNC2=C1)Cl)C)C)=O (1-(5-(4-chloro-1H-indol-6-yl)-3-(hydroxymethyl)-6-methylpyrazin-2-yl)-4-methylpiperidin-4-yl)carbamic acid tert-butyl ester